COC(=O)[C@@H]1C=C[C@@H](C1)NC(=O)OC(C)(C)C (1S,4R)-N-tert-butoxycarbonyl-4-amino-2-cyclopentene-1-carboxylic acid methyl ester